(1S,2S)-N-(6-(2-chloro-4-methylpyridin-3-yl)benzo[d]thiazol-2-yl)-2-fluorocyclopropane-1-carboxamide ClC1=NC=CC(=C1C1=CC2=C(N=C(S2)NC(=O)[C@H]2[C@H](C2)F)C=C1)C